methyl 1-benzyl-7-(isoquinolin-5-ylmethyl)-5-oxo-8-(3-(trifluoromethyl) phenyl)-1,2,3,5-tetrahydroimidazo[1,2-a]pyridine-3-carboxylate C(C1=CC=CC=C1)N1CC(N2C1=C(C(=CC2=O)CC2=C1C=CN=CC1=CC=C2)C2=CC(=CC=C2)C(F)(F)F)C(=O)OC